BrC1C(N(CC1)CC(F)(F)F)=O 3-Bromo-1-(2,2,2-trifluoroethyl)pyrrolidin-2-one